tert-butyl (S)-7-bromo-2-ethyl-2,3-dihydro-1H-pyrido[2,3-b][1,4]oxazine-1-carboxylate BrC1=CC2=C(OC[C@@H](N2C(=O)OC(C)(C)C)CC)N=C1